FC=1C=C2C(=CNC2=C(C1)C1=C(C=C2NC(C=3N(C2=C1C(F)(F)F)C(=NN3)C)(C)C)OC)C 8-(5-Fluoro-3-methyl-1H-indol-7-yl)-7-methoxy-1,4,4-trimethyl-9-(trifluoromethyl)-5H-[1,2,4]triazolo[4,3-a]quinoxaline